C(C=C)N1S(C2=C(C3=C1C(=CC=C3)C(=O)NC)N=C(N=C2)NC2=CC=C(C=C2)N2CCN(CC2)C)(=O)=O 6-allyl-N-methyl-2-{[4-(4-methylpiperazin-1-yl)phenyl]amino}-6H-pyrimido[5,4-c][2,1]benzothiazine-7-carboxamide 5,5-dioxide